C1(=CC=CC=C1)C(CCCCC)[Mg] 1-phenyl-hexylmagnesium